(12AR)-9-(2-chloro-6-hydroxyphenyl)-8-ethynyl-10-methyl-3,4,12,12a-tetrahydro-6H-pyrazino[2,1-c][1,4]benzooxazepine-2(1H)-carboxylic acid tert-butyl ester C(C)(C)(C)OC(=O)N1C[C@@H]2COC3=C(CN2CC1)C=C(C(=C3C)C3=C(C=CC=C3O)Cl)C#C